2-[1-[4-[[3-[4-(difluoromethoxy)phenyl]imidazo[1,2-a]pyrazin-8-yl]amino]-2-methylbenzoyl]piperidin-4-yl]acetic acid FC(OC1=CC=C(C=C1)C1=CN=C2N1C=CN=C2NC2=CC(=C(C(=O)N1CCC(CC1)CC(=O)O)C=C2)C)F